(3R,5R)-3-amino-5-hydroxypiperidine-1-carboxylic acid tert-butyl ester C(C)(C)(C)OC(=O)N1C[C@@H](C[C@H](C1)O)N